(7-(2-Chloro-3-methoxyphenyl)-2-azaspiro[3.5]nonan-2-yl)((1s,3s)-3-hydroxy-3-methylcyclobutyl)methanone ClC1=C(C=CC=C1OC)C1CCC2(CN(C2)C(=O)C2CC(C2)(C)O)CC1